FC1=CC=C(C=N1)C=1C=2N(C=C(N1)C=1C=NN(C1)C1CCNCC1)N=CC2C#N 4-(6-fluoro-3-pyridyl)-6-[1-(4-piperidyl)pyrazol-4-yl]pyrazolo[1,5-a]pyrazine-3-carbonitrile